2-hydroxy-3,6-naphthalenedisulfonic acid OC1=CC2=CC=C(C=C2C=C1S(=O)(=O)O)S(=O)(=O)O